N-(2-((1S,3R)-3-((5-Bromopyrimidin-2-yl)amino)cyclohexyl)-3-oxoisoindolin-5-yl)acrylamide BrC=1C=NC(=NC1)N[C@H]1C[C@H](CCC1)N1CC2=CC=C(C=C2C1=O)NC(C=C)=O